6-DEOXY-L-TALOSE O=C[C@H](O)[C@H](O)[C@H](O)[C@@H](O)C